4-(2-(1,3-dioxoisoindolin-2-yl)acetyl)benzoic acid methyl ester COC(C1=CC=C(C=C1)C(CN1C(C2=CC=CC=C2C1=O)=O)=O)=O